CC1=C(C(=C(C=C1)C(C(=O)OC(C(C)C)CC(C(C)C)OC(C(=O)C1=C(C(=C(C=C1)C)C)C)=O)=O)C)C 2,6-dimethyl-3,5-heptanediol ditrimethylphenylglyoxylate